N-formyl-methionine C(=O)N[C@@H](CCSC)C(=O)O